FC=1C(=CC2=C([C@@H](C[C@@H](O2)C(=O)NC23CC(C2)(C3)NC(COC3=CC(=C(C=C3)F)C)=O)O)C1)F (2R,4R)-6,7-difluoro-N-{3-[2-(4-fluoro-3-methylphenoxy)acetamido]bicyclo[1.1.1]pentan-1-yl}-4-hydroxy-3,4-dihydro-2H-1-benzopyran-2-carboxamide